C1(CC1)[C@]1(C(N(C[C@H]1C)C=1C=2N(C=C(N1)C=1C=NN(C1)C1CC(C1)(F)F)N=CC2)=O)C#N (3R,4S)-3-Cyclopropyl-1-(6-(1-(3,3-difluorocyclobutyl)-1H-pyrazol-4-yl)pyrazolo[1,5-a]pyrazin-4-yl)-4-methyl-2-oxopyrrolidine-3-carbonitrile